tert-butyl 4-[2-(2,6-dioxopiperidin-3-yl)-4-fluoro-1-oxo-3H-isoindol-5-yl]piperidine-1-carboxylate O=C1NC(CCC1N1C(C2=CC=C(C(=C2C1)F)C1CCN(CC1)C(=O)OC(C)(C)C)=O)=O